di-iso-propylzinc C(C)(C)[Zn]C(C)C